BrC1=C2C3(C(NC2=CC=C1)=O)CCC(CC3)O 4'-bromo-4-hydroxy-spiro[cyclohexane-1,3'-indoline]-2'-one